N1=CC=C(C=C1)C(O)C=1N=C(SC1)CC(F)(F)F pyridin-4-yl(2-(2,2,2-trifluoroethyl)thiazol-4-yl)methanol